O=C(CCOC[C@H](C)NC=1C(=CN=NC1)C(F)(F)F)N1CCN(CC1)C1=NC=C(C=C1)S(F)(F)(F)(F)F (S)-5-((1-(3-oxo-3-(4-(5-(Pentafluoro-λ6-sulfanyl)pyridin-2-yl)piperazin-1-yl)propoxy)propan-2-yl)amino)-4-(trifluoromethyl)pyridazine